ClC=1N=CC(=NC1)C(C)NC[C@@H](C)N1N=C2C(CN([C@@H](C2)C)C(C2=CC(=C(C=C2)Cl)Cl)=O)=C1C(=O)OCC ethyl (6R)-2-((2R)-1-((1-(5-chloropyrazin-2-yl)ethyl)amino) propan-2-yl)-5-(3,4-dichlorobenzoyl)-6-methyl-4,5,6,7-tetrahydro-2H-pyrazolo[4,3-c]pyridine-3-carboxylate